C(C)(C)(C)OC(=O)N[C@@H]([C@@H](C(=O)N[C@](C(=O)O)(C)C1=CC(=CC=C1)C(F)(F)F)O)CC1=CC=CC=C1 (R)-2-((2S,3R)-3-((tert-butoxycarbonyl)amino)-2-hydroxy-4-phenylbutanamido)-2-(3-(trifluoromethyl)phenyl)propanoic acid